5-Amino-1-isopropyl-3-(4-(2-oxo-2-((1,1,3,3-tetramethyl-2,3-dihydro-1H-inden-5-yl)amino)ethyl)phenyl)-1H-pyrazole-4-carboxamide NC1=C(C(=NN1C(C)C)C1=CC=C(C=C1)CC(NC=1C=C2C(CC(C2=CC1)(C)C)(C)C)=O)C(=O)N